C(C)(C)(C)OC(=O)N1CCC(CC1)N(C)CC1=CC(=CC=C1)C(N(C)C)=O 4-((3-(dimethylcarbamoyl)benzyl)(methyl)amino)piperidine-1-carboxylic acid tert-butyl ester